1-(5-chloropyridin-2-yl)-N-(4-(7-(((1r,4r)-4-(dimethylamino)cyclohexyl)amino)-1-isopropyl-2-oxo-1,4-dihydropyrimido[4,5-d]pyrimidin-3(2H)-yl)-2-fluorophenyl)methanesulfonamide ClC=1C=CC(=NC1)CS(=O)(=O)NC1=C(C=C(C=C1)N1C(N(C2=NC(=NC=C2C1)NC1CCC(CC1)N(C)C)C(C)C)=O)F